NC1=NC2=C(C=3C=C(C=NC13)CCC1=C(C=C(C=C1)OCCOCCC(P(=O)(O)O)(F)F)C)C=CC(=C2)CCC(=O)O 3-(5-amino-2-(4-(2-(3,3-difluoro-3-phosphonopropoxy)ethoxy)-2-methylphenylethyl)benzo[f][1,7]naphthyridin-8-yl)propionic acid